BrC=1C(=NC(=C(C1)C(F)(F)F)C1CC1)N1CCC(CCC1)(F)F 1-(3-bromo-6-cyclopropyl-5-(trifluoromethyl)pyridin-2-yl)-4,4-difluoroazepan